ClC=1C=CC=C2C(C=C(OC12)C1=C(O[C@@H]2C[C@H](C2)C(=O)O)C=CC(=C1)OC)=O Trans-3-[2-(8-chloro-4-oxo-chromen-2-yl)-4-methoxy-phenoxy]cyclobutane-carboxylic acid